di(tert-pentyl) ether C(C)(C)(CC)OC(C)(C)CC